BrC1C(CCC(C1)C1=CC=C(C=C1)Cl)=O 2-bromo-4-(4-chlorophenyl)cyclohexanone